1-benzyl-2',3'-dihydro-spiro[azetidine-3,1'-indene] C(C1=CC=CC=C1)N1CC2(CCC3=CC=CC=C23)C1